(R)-3-(3-((S)-2-(4-(2-chlorophenoxy)-2-oxo-2,5-dihydro-1H-pyrrol-1-yl)-4-methylpentanoylamino)-1H-pyrazol-1-yl)-2-hydroxypropyl nicotinate C(C1=CN=CC=C1)(=O)OC[C@@H](CN1N=C(C=C1)NC([C@H](CC(C)C)N1C(C=C(C1)OC1=C(C=CC=C1)Cl)=O)=O)O